C(CCCCCCCCCCCCC)N(S(=O)(=O)C=C)CCCCCCCCCCCCCC N,N-ditetradecyl-vinylsulfonamide